2-(1-(3-cyclohexylphenyl)cyclopropyl)-3,5,6,7,8,9-hexahydro-4H-pyrimido[5,4-c]azepin-4-one C1(CCCCC1)C=1C=C(C=CC1)C1(CC1)C=1NC(C=2CNCCCC2N1)=O